CS(=O)(=O)OC1=C(C(=CC=C1)Cl)C=1N(CSC1)C=1N=C(SC1)C1CCN(CC1)C(CN1N=C(C=C1C(F)F)C(F)F)=O 2-{3-[2-(1-{[3,5-bis(difluoromethyl)-1H-pyrazol-1-yl] acetyl} piperidin-4-yl)-1,3-thiazol-4-yl]-1,3-thiazol-4-yl}-3-chlorophenyl methanesulfonate